2-chloro-4-(1-methyl-1H-1,2,4-triazol-3-yl)-5-(trifluoromethyl)pyridine ClC1=NC=C(C(=C1)C1=NN(C=N1)C)C(F)(F)F